CC=1C=C(C=CC1B1OC(C(O1)(C)C)(C)C)[C@@H](C)NC(=O)C1=NC(=NO1)C1(CC1)C (R)-N-(1-(3-methyl-4-(4,4,5,5-tetramethyl-1,3,2-dioxaborolan-2-yl)phenyl)ethyl)-3-(1-methylcyclopropyl)-1,2,4-oxadiazole-5-carboxamide